COC1=CC=C(CNC(=O)C2=CC3=C(N=C(S3)C=3C(=NC=CC3)C)C=C2)C=C1 N-(4-methoxybenzyl)-2-(2-methylpyridin-3-yl)benzo[d]thiazole-6-carboxamide